Lithium oxido(oxo)cobalt [O-][Co]=O.[Li+]